5-((1H-pyrazol-1-yl)methyl)-6-methoxy-N-(2-methoxy-6-(2,2,2-trifluoroethoxy)phenylsulfonimidoyl)picolinamide N1(N=CC=C1)CC=1C=CC(=NC1OC)C(=O)NS(=O)(=N)C1=C(C=CC=C1OCC(F)(F)F)OC